1-amino-5-[2-(dihydroxy-boranyl)ethyl]-2-[(dimethylamino)methyl]cyclohexane-1-carboxylic acid NC1(C(CCC(C1)CCB(O)O)CN(C)C)C(=O)O